N-(3-bromophenyl)-N-methylsulfonamide BrC=1C=C(C=CC1)N(S(=O)=O)C